OC(CCCCCCCC(=O)[O-])C(CCCCCCCC)O.[Li+] lithium 9,10-Dihydroxystearate